tri-ethoxy-titanium C(C)O[Ti](OCC)OCC